1-(5-bromo-1,3-benzothiazol-2-yl)-2-methyl-propan-2-amine BrC=1C=CC2=C(N=C(S2)CC(C)(N)C)C1